1-(3-(2,2-difluorobenzo[d][1,3]dioxol-5-yl)-6-(4,4,4-trifluorobutyl)pyrazin-2-yl)piperidine-4-carboxylic acid FC1(OC2=C(O1)C=CC(=C2)C=2C(=NC(=CN2)CCCC(F)(F)F)N2CCC(CC2)C(=O)O)F